(2s,6r)-2-methyl-6-(1H-pyrazol-4-yl)-4-{4-[6-(trifluoromethyl)imidazo[1,2-a]pyridin-3-yl]pyrimidin-2-yl}morpholine C[C@H]1CN(C[C@H](O1)C=1C=NNC1)C1=NC=CC(=N1)C1=CN=C2N1C=C(C=C2)C(F)(F)F